6-(dimethylamino)-4,4-diphenylhept-2-en-3-yl (2-((S)-2-benzamido-5-(3-((2,2,4,6,7-pentamethyl-2,3-dihydrobenzofuranyl)sulfonyl)guanidino)pentanamido)propyl)(methyl)carbamate C(C1=CC=CC=C1)(=O)N[C@H](C(=O)NC(CN(C(OC(=CC)C(CC(C)N(C)C)(C1=CC=CC=C1)C1=CC=CC=C1)=O)C)C)CCCNC(=N)NS(=O)(=O)C1C(OC2=C1C(=CC(=C2C)C)C)(C)C